(13S)-13-methyl-7,10,14-trioxa-19,20,23-triazatetracyclo[13.5.2.12,6.018,21]tricosa-1(20),2(23),3,5,15(22),16,18(21)-heptaene C[C@H]1CCOCCOC2=CC=CC(C3=NNC=4C=CC(O1)=CC34)=N2